N-[2-(4-morpholinyl)-2-(3-pyridinyl)ethyl]-5-propylpyrazolo[1,5-a]pyrimidin-7-amine N1(CCOCC1)C(CNC1=CC(=NC=2N1N=CC2)CCC)C=2C=NC=CC2